N-(4-Fluoro-5-(((5'S)-5'-methyl-7H-spiro[furo[3,4-b]pyridine-5,3'-pyrrolidin]-1'-yl)methyl)thiazol-2-yl)acetamide FC=1N=C(SC1CN1CC2(C[C@@H]1C)OCC1=NC=CC=C12)NC(C)=O